FC1=CC(=C(OC=2C(=NC=NC2)N2CC3(C2)OCC(C3)NCC3=CC=C(C#N)C=C3)C=C1)C1=CC=NN1C(C)C 4-(((2-(5-(4-fluoro-2-(1-isopropyl-1H-pyrazol-5-yl)phenoxy)pyrimidin-4-yl)-5-oxa-2-azaspiro[3.4]octan-7-yl)amino)methyl)benzonitrile